NC=1C2=C(N=CN1)C(=NC(=C2)N2CCC(CC2)O)C2=C(C(=CC=C2C)O)C (S)-1-(4-Amino-8-(3-hydroxy-2,6-dimethylphenyl)pyrido[3,4-d]pyrimidin-6-yl)piperidin-4-ol